NC=1SC=2C(N1)=C(C(=CC2)F)O 2-amino-5-fluorobenzo[d]thiazol-4-ol